[2-cyano-4-[4,6-difluoro-1-(2-trimethylsilylethoxymethyl)indol-5-yl]oxy-phenyl] trifluoromethanesulfonate FC(S(=O)(=O)OC1=C(C=C(C=C1)OC=1C(=C2C=CN(C2=CC1F)COCC[Si](C)(C)C)F)C#N)(F)F